((7aR,8R,10R,10aR)-10-(4-aminopyrrolo[2,1-f][1,2,4]triazin-7-yl)-10-cyano-2,6-dioxooctahydro-2H-furo[3,4-b][1,4]dioxonin-8-yl)methyl isobutyrate C(C(C)C)(=O)OC[C@H]1O[C@@]([C@@H]2OC(CCCC(O[C@@H]21)=O)=O)(C#N)C2=CC=C1C(=NC=NN12)N